Cl.BrC=1N=C(N(N1)C1=NC=CC=N1)[C@H](C)N (1S)-1-(5-bromo-2-pyrimidin-2-yl-1,2,4-triazol-3-yl)ethanamine-hydrochloride